C[N+]1=CC=CC=C1/C=C/C2=CC=C(C=C2)N(C)C The molecule is a pyridinium cation with a methyl substituent at the 1-position and a 4-(dimethylamino)styryl substituent at the 2-position. It has a role as a fluorochrome. It is a tertiary amine and a pyridinium ion.